CC1=NC(=NO1)C1=CC=C2C=CN=C(C2=C1)NCCN1CC2=CC=C(C=C2C1=O)C(=O)OC(C)(C)C tert-butyl 2-(2-{[7-(5-methyl-1,2,4-oxadiazol-3-yl) isoquinolin-1-yl] amino} ethyl)-3-oxo-2,3-dihydro-1H-isoindole-5-carboxylate